2-Fluoro-N-[6-(1-methyl-piperidine-4-carbonyl)-pyridin-2-yl]-4-trifluoromethyl-benzamide FC1=C(C(=O)NC2=NC(=CC=C2)C(=O)C2CCN(CC2)C)C=CC(=C1)C(F)(F)F